ClC1=NC=CC(=C1Cl)SC=1N=CC(=NC1)C1CCC2(CC3=CC=CC=C3C2N)CC1 4-{5-[(2,3-dichloropyridin-4-yl)sulfanyl]pyrazin-2-yl}-1',3'-dihydrospiro[cyclohexane-1,2'-indene]-3'-amine